C1(=CC=CC=C1)P(C1=C(C2=CC=CC=C2C=C1)C1=C(C=CC2=CC=CC=C12)P(C1=CC=CC=C1)C1=CC=CC=C1)C1=CC=CC=C1 (+)-2,2'-bis(diphenylphosphino)-1,1'-binaphthalene